E-9-dodecen-1-ol C(CCCCCCC\C=C\CC)O